COCCNC(=O)C1=CC2=C(N(C(=N2)NC=2OC=3C(=NC=CC3)N2)C)C=C1 N-(2-methoxyethyl)-1-methyl-2-(oxazolo[4,5-b]pyridin-2-ylamino)-1H-benzo[d]imidazole-5-carboxamide